2-((fluoromethyl)sulfonyl)pyridine FCS(=O)(=O)C1=NC=CC=C1